NC=1C2=C(N=CN1)C(=NC(=C2)N(C)C2CC(C2)OC)C=2C(=C(C=CC2C)O)C 3-((S)-4-amino-6-(((1s,3R)-3-methoxycyclobutyl)(methyl)amino)pyrido[3,4-d]pyrimidin-8-yl)-2,4-dimethylphenol